2-[1-(4-fluorophenyl)-1H-pyrazol-4-yl]-N-propyl-N-[(3R)-pyrrolidin-3-yl]-1,3-thiazole-4-carboxamide FC1=CC=C(C=C1)N1N=CC(=C1)C=1SC=C(N1)C(=O)N([C@H]1CNCC1)CCC